IC=1C=NN(C1C)CC1(CCCCC1)CCCN1CCNCC1 1-(3-(1-((4-Iodo-5-methyl-1H-pyrazol-1-yl)methyl)cyclohexyl)propyl)piperazine